(S)-1-(2-chloro-8-fluoro-4-methyl-3-(3-methyl-1,2,4-oxadiazol-5-yl)quinolin-6-yl)ethan-1-ol ClC1=NC2=C(C=C(C=C2C(=C1C1=NC(=NO1)C)C)[C@H](C)O)F